C1(CC1)[C@@]1(CC[C@H](CO1)N1C[C@H]([C@@H](CC1)C1=CC=C(C=C1)F)C(=O)OC)C(=O)N1COC2=C(C1)C=C(C=C2F)C(F)(F)F methyl (3S,4R)-1-[(3R,6S)-6-cyclopropyl-6-[8-fluoro-6-(trifluoromethyl)-2,4-dihydro-1,3-benzoxazine-3-carbonyl]tetrahydropyran-3-yl]-4-(4-fluorophenyl)piperidine-3-carboxylate